NCCC=1NOC=CC1 aminoethyl-oxazine